3-[3-[bis[(4-methoxyphenyl)methyl]amino]-2-fluoro-6-(trifluoromethyl)phenyl]-4-methyl-cyclohexanone COC1=CC=C(C=C1)CN(C=1C(=C(C(=CC1)C(F)(F)F)C1CC(CCC1C)=O)F)CC1=CC=C(C=C1)OC